(1S,2R)-N-(5-((1-(difluoromethyl)-2-methyl-1H-imidazol-4-yl)ethynyl)-8-(methylamino)-2,7-naphthyridin-3-yl)-2-methylcyclopropanecarboxamide FC(N1C(=NC(=C1)C#CC1=C2C=C(N=CC2=C(N=C1)NC)NC(=O)[C@@H]1[C@@H](C1)C)C)F